C(C1=CC=CC=C1)OCC1=NN(C(N1CC)=O)C=1N(C(C2=CC(=CC=C2C1C(=C)C)F)=O)C=1C(=NNC1Cl)C (3-((Benzyloxy)methyl)-4-ethyl-5-oxo-4,5-dihydro-1H-1,2,4-triazol-1-yl)-2-(5-chloro-3-methyl-1H-pyrazol-4-yl)-7-fluoro-4-(prop-1-en-2-yl)isoquinolin-1(2H)-one